CC(=CCCCC1C2C=CC(C1)C2)C 5-(5-methyl-4-hexenyl)-2-norbornene